CC(C)(C)OC(=O)N1C=CC=2C1=NC=CC2 pyrrolo[2,3-b]pyridine-1-carboxylic acid-2-methylpropan-2-yl ester